NC1=C(C=C(C=C1)C(C)(CCCC)C1=CC(=C(C=C1)N)O)O 2,2-bis-(4-amino-3-hydroxyphenyl)hexane